F[C@H]\1[C@@]2(C=C[C@](C/C1=C\C1=CC=C(N=N1)C1=C(C=C(C=C1)C1=CC(=NC=C1)OC)O)(N2)C)C 2-(6-((E)-((1S,2R,5S)-2-fluoro-1,5-dimethyl-8-azabicyclo[3.2.1]oct-6-en-3-ylidene)methyl)pyridazin-3-yl)-5-(2-methoxypyridin-4-yl)phenol